(2s,4s)-4-fluoro-2-(3-iodopropyl)pyrrolidine-2-carboxylic acid methyl ester HCl salt Cl.COC(=O)[C@]1(NC[C@H](C1)F)CCCI